CC1=CC=C(C=C1)S(=O)(=O)OC=1C=C(C=CC1)NC(=O)NC1=CC(=CC=C1)OS(=O)(=O)C1=CC=C(C)C=C1 N,N'-di-[3-(p-toluenesulfonyloxy)phenyl]urea